2-[7-(3-trifluoromethanesulfonyl-benzyl)-2,7-diazaspiro[3.5]nonane-2-carbonyl]-7-oxa-2,5-diazaspiro[3.4]octan-6-one FC(S(=O)(=O)C=1C=C(CN2CCC3(CN(C3)C(=O)N3CC4(C3)NC(OC4)=O)CC2)C=CC1)(F)F